N-(3-(3-(2-hydroxyethyl)-2-oxoimidazolin-1-yl)-1-methyl-1H-pyrazol-4-yl)-2-(2-((2,2,2-trifluoroethyl)amino)pyridin-4-yl)-1,3-oxazole-4-carboxamide OCCN1C(N(CC1)C1=NN(C=C1NC(=O)C=1N=C(OC1)C1=CC(=NC=C1)NCC(F)(F)F)C)=O